C(C)N(C(C(=O)OCC)=O)CC1=NC=CC2=CC=CC=C12 Ethyl 2-[ethyl (1-isoquinolylmethyl)amino]-2-oxo-acetate